(2-methoxy-6-(5,6,7,8-tetrahydroimidazo[1,5-a]pyrazin-1-yl)pyridin-3-yl)-5-methyl-3-phenylisoxazole-4-carboxamide dihydrochloride Cl.Cl.COC1=NC(=CC=C1NC(=O)C=1C(=NOC1C)C1=CC=CC=C1)C=1N=CN2C1CNCC2